N1C=C(C2=CC=CC=C12)CC(CC)=O 1-(1H-indol-3-yl)butan-2-one